C12(CNCCNCC(CNCCNC1)(CNCCNC2)NCC2=C(C(=O)O)C=CC=C2)NCC2=C(C(=O)O)C=CC=C2 4'-((3,6,10,13,16,19-hexaazabicyclo[6.6.6]icosane-1,8-diylbis(azanediyl))bis(methylene))dibenzoic acid